NC1=NC=C(C=C1O[C@@H](C)C=1C=C(C=CC1)NC(C1=CC(=CC=C1)Cl)=O)Cl (S)-N-(3-(1-((2-amino-5-chloropyridin-3-yl)oxy)ethyl)phenyl)-3-chlorobenzamide